C(C)(C)(C)OC(=O)N[C@H](C(=O)O)CCOC (2S)-2-(tert-butoxycarbonylamino)-4-methoxy-butyric acid